C1(CCCCC1)C=1C=CC(=C(C1)O)C 5-cyclohexyl-2-methyl-phenol